N-(4-(benzo[d]thiazol-6-yl)phenethyl)-2-ethynyl-thiazole-4-carboxamide S1C=NC2=C1C=C(C=C2)C2=CC=C(CCNC(=O)C=1N=C(SC1)C#C)C=C2